2,4,6-tris[ethyl(1,2,2,6,6-pentamethyl-4-piperidinyl)amino]-1,3,5-triazine C(C)N(C1=NC(=NC(=N1)N(C1CC(N(C(C1)(C)C)C)(C)C)CC)N(C1CC(N(C(C1)(C)C)C)(C)C)CC)C1CC(N(C(C1)(C)C)C)(C)C